O=C1C2=C(C(C3=NC4=CC(=CC=C4N=C13)S(=O)(=O)N(CCC)CCC)=O)N=CC=C2 5,12-Dioxo-N,N-dipropyl-5,12-dihydropyrido[2,3-b]phenazin-9-sulfonamid